OC1O[C@@H]([C@@H]2[C@H]1OC(C2)=O)CO (3aR,4S,6aR)-6-Hydroxy-4-(hydroxymethyl)tetrahydrofuro[3,4-b]furan-2(3H)-one